5-(3-chlorophenyl)-N-(3-methylbenzyl)-7H-pyrrolo[2,3-d]pyrimidin-4-amine ClC=1C=C(C=CC1)C1=CNC=2N=CN=C(C21)NCC2=CC(=CC=C2)C